N-(cyclopropylmethyl)-9-methoxy-8-[3-(pyrrolidin-1-yl)propoxy]-1H,2H,3H,4H,5H-azepino[4,3-b]quinolin-11-amine C1(CC1)CNC1=C2C(=NC=3C=C(C(=CC13)OC)OCCCN1CCCC1)CCCNC2